BrC=1C=C2C=C(NC2=CC1)C(=O)NNC(/C=C/C1=CCN(C=C1)CCCCCC)=O (E)-4-(3-(2-(5-bromo-1H-indole-2-carbonyl)hydrazino)-3-oxopropan-1-en-1-yl)-1-hexylpyridine